BrC=1C(=CC(=NC1)NC(C)(C)CC)C(F)F 5-bromo-4-(difluoromethyl)-N-(tert-pentyl)pyridin-2-amine